7-[5-[(1R)-1-(3,5-dichloro-4-pyridyl)ethoxy]-1H-indazol-3-yl]-1-methylsulfonyl-2,3-dihydro-pyrido[2,3-b][1,4]oxazine ClC=1C=NC=C(C1[C@@H](C)OC=1C=C2C(=NNC2=CC1)C1=CC2=C(OCCN2S(=O)(=O)C)N=C1)Cl